ClC=1C(=NC(=NC1)NC1=C(C=C(C=C1)N1CCN(CC1)CC=1C=C2CN(C(C2=CC1F)=O)C1C(NC(CC1)=O)=O)OC)NC1=C(C=CC=C1)P(=O)(C)C 3-(5-((4-(4-((5-chloro-4-((2-(dimethylphosphoryl)phenyl)amino)pyrimidin-2-yl)amino)-3-methoxyphenyl)piperazin-1-yl)methyl)-6-fluoro-1-oxoisoindolin-2-yl)piperidine-2,6-dione